(2-morpholinoquinolin-6-yl)methanol O1CCN(CC1)C1=NC2=CC=C(C=C2C=C1)CO